CN(C1CCC(CC1)NC1=NC=2N(C(C(=NC2C=N1)C=1C=CC(=NC1C)NS(=O)(=O)C1=C(C=CC=C1)C#N)=O)C(C)C)C N-[5-[2-[[4-(Dimethylamino)cyclohexyl]amino]-8-isopropyl-7-oxo-pteridin-6-yl]-6-methyl-2-pyridyl]-2-cyano-benzenesulfonamide